C(=CCCCC)N1C(C2(NOC(C=3NC=4C=CC=CC4C32)(C3=CC=CC=C3)C3=CC=CC=C3)C3=CC=CC=C13)=O 1-(hex-1-en-1-yl)-4',4'-diphenyl-4',5'-dihydro-2'h-spiro[indol-3,1'-[1,2]oxazino[5,4-b]indol]-2-one